C(#C)C12CCC(CC1)(CC2)NC([O-])=O N-(4-ethynyl-1-bicyclo[2.2.2]octyl)carbamate